Triazolo[4,5-b]pyridinium 3-oxide hexafluorophosphate salt F[P-](F)(F)(F)(F)F.[NH+]=1N[N+](=C2N=CC=CC21)[O-]